2-({[5-methyl-3-(thietan-3-yl)imidazol-4-yl]methyl}sulfanyl)-3H,5H,6H,7H-cyclopenta[d]pyrimidin-4-one CC1=C(N(C=N1)C1CSC1)CSC=1NC(C2=C(N1)CCC2)=O